COC1=CC(=NC(=N1)NC(=O)NS(=O)(=O)CC2=CC=CC=C2C(=O)OC)OC The molecule is the methyl ester of bensulfuron. An acetolactate synthase inhibitor, it is used as a herbicide for the control of a variety of both annual and perennial weeds in crops, particularly wheat and rice. It is not licensed for use within the UK. It has a role as a herbicide, an agrochemical and an EC 2.2.1.6 (acetolactate synthase) inhibitor. It is a N-sulfonylurea, a member of pyrimidines, a methyl ester and an aromatic ether. It derives from a bensulfuron.